4-(1-prop-2-enoyl-3-piperidyl)-6,7,8,9-tetrahydro-5H-pyrido[3,4-b]indole-1-carboxamide C(C=C)(=O)N1CC(CCC1)C1=CN=C(C=2NC=3CCCCC3C21)C(=O)N